2-{4-methyl-8-[(3R)-piperidin-3-yl]-5H,6H,7H-pyrido[2,3-c]pyridazin-3-yl}-5-(trifluoromethyl)phenol Hydrochloride Cl.CC=1C2=C(N=NC1C1=C(C=C(C=C1)C(F)(F)F)O)N(CCC2)[C@H]2CNCCC2